ClC=1CNC(=NN1)C1=C(C=C(C=C1)Cl)OC 6-chloro-3-(4-chloro-2-methoxyphenyl)-4,5-dihydro-1,2,4-triazine